5-(2-cyclopropylphenyl)-3-methyl-2,3-dihydrospiro[indene-1,3'-pyrrolidine]-3-ol C1(CC1)C1=C(C=CC=C1)C=1C=C2C(CC3(CNCC3)C2=CC1)(O)C